ClC1=C(C=C(C=C1)C1(CN(C1)C=1C=2N(C=CC1)N=C(N2)NC=2C=NN(C2)CC(=O)N2CCN(CC2)C)CC#N)C 2-[3-(4-chloro-3-methyl-phenyl)-1-[2-[[1-[2-(4-methylpiperazin-1-yl)-2-oxo-ethyl]pyrazol-4-yl]amino]-[1,2,4]triazolo[1,5-a]pyridin-8-yl]azetidin-3-yl]acetonitrile